2-(4-hydroxymethylaminophenyl)butyric acid OCNC1=CC=C(C=C1)C(C(=O)O)CC